1-[4-(4-benzoylphenylsulfanyl)phenyl]-2-methyl-2-(4-methyl-phenylsulfonyl)propane-1-one C(C1=CC=CC=C1)(=O)C1=CC=C(C=C1)SC1=CC=C(C=C1)C(C(C)(S(=O)(=O)C1=CC=C(C=C1)C)C)=O